2-(3,4-dimethoxyphenyl)-N-(3-(4-(2,3-dimethylphenyl)piperazin-1-yl)propyl)-1-((1r,3r)-3-(methylcarbamoyl)cyclobutyl)-1H-benzo[d]imidazole-6-carboxamide COC=1C=C(C=CC1OC)C1=NC2=C(N1C1CC(C1)C(NC)=O)C=C(C=C2)C(=O)NCCCN2CCN(CC2)C2=C(C(=CC=C2)C)C